C1(=CC=CC=C1)S(=O)(=O)N1C(=CC(=C1)Br)I 1-(benzenesulfonyl)-4-bromo-2-iodo-1H-pyrrole